C(C)OC(CC1=CC=C(C=C1)NC(=O)C1=NNC2=C1C(CC=1C=NC(=NC21)N)(C)C)=O (4-{[(8-amino-4,4-dimethyl-4,5-dihydro-1H-pyrazolo[4,3-H]quinazolin-3-yl)carbonyl]amino}phenyl)acetic acid ethyl ester